5-(2-(2,6-dioxopiperidin-3-yl)-1-oxoisoindolin-4-yl)pentanoic acid O=C1NC(CCC1N1C(C2=CC=CC(=C2C1)CCCCC(=O)O)=O)=O